7-(1-(4-Chlorobenzyl)piperidin-3-yl)-3-(2-(cyclopropylmethoxy)pyridin-4-yl)-2-methylpyrazolo[1,5-a]pyrimidine ClC1=CC=C(CN2CC(CCC2)C2=CC=NC=3N2N=C(C3C3=CC(=NC=C3)OCC3CC3)C)C=C1